ClC1=CC=2N(C=C1)C(=C(N2)C2=C(C=C(C=C2F)S(=O)(=O)Cl)Cl)C[C@H]2CN(CCO2)C(=O)OC methyl (S)-2-((7-chloro-2-(2-chloro-4-(chlorosulfonyl)-6-fluorophenyl)imidazo[1,2-a]pyridin-3-yl)methyl)morpholine-4-carboxylate